(2S)-2-[[2-(4-methylsulfonylanilino)-5-oxazol-2-yl-pyrimidin-4-yl]amino]-2-phenyl-ethanol CS(=O)(=O)C1=CC=C(NC2=NC=C(C(=N2)N[C@H](CO)C2=CC=CC=C2)C=2OC=CN2)C=C1